BrC1(CCCCCCCCCCC1)Br Dibromocyclododecane